8-(but-3-en-1-yloxy)-6-(2-chloro-5-methoxypyrimidin-4-yl)-[1,2,4]triazolo[1,5-a]pyrazine C(CC=C)OC=1C=2N(C=C(N1)C1=NC(=NC=C1OC)Cl)N=CN2